3-((2-chloro-4-(trifluoromethyl)phenyl)amino)-4-((4-(5-(chlorodifluoromethyl)-1,2,4-oxadiazol-3-yl)benzyl)(methyl)amino)cyclobut-3-ene-1,2-dione ClC1=C(C=CC(=C1)C(F)(F)F)NC=1C(C(C1N(C)CC1=CC=C(C=C1)C1=NOC(=N1)C(F)(F)Cl)=O)=O